C1=CC=C2C(=C1)C(=O)C3=C(C2=O)C(=CC=C3)O hydroxyanthraquinone